nitrogen 2-(2-bromo-6-((4-methoxybenzyl)oxy)phenyl)-1,3-dioxolane BrC1=C(C(=CC=C1)OCC1=CC=C(C=C1)OC)C1OCCO1.[N]